OC(CC)C1=CC(=C(C=N1)B(O)O)C 6-(1-hydroxypropyl)-4-methylpyridin-3-ylboronic acid